FC(C=1C(=CNC(C1)=O)C(=O)NC1=C(C=C(C(=C1)C=1C=NC(=NC1)N1C[C@H](OCC1)C)F)N1C[C@H](N([C@H](C1)C)C)C)F |r| 4-(difluoromethyl)-N-[4-fluoro-5-[2-[rac-(2R)-2-methylmorpholin-4-yl]pyrimidin-5-yl]-2-[rac-(3R,5S)-3,4,5-trimethylpiperazin-1-yl]phenyl]-6-oxo-1H-pyridine-3-carboxamide